N1C=NC=C1C1CCN(CC1)CCN1CCN(CC1)C(=O)OCC1=CC(=CC(=C1)Cl)Cl 3,5-dichlorobenzyl 4-(2-(4-(1H-imidazol-5-yl)piperidin-1-yl)ethyl)piperazine-1-carboxylate